FC=1C=CC(=C(C1)C1=CC(=C(N1C)C)C(=O)N(CC1=C(C(=CC=C1)OC)C)C1=CC=C(C=C1)O)C(=O)N1CC2=CC=CC=C2C[C@H]1CN1CCOCC1 5-(5-Fluoro-2-{[(3S)-3-(morpholin-4-ylmethyl)-3,4-dihydroisoquinolin-2(1H)-yl]carbonyl}phenyl)-N-(4-hydroxyphenyl)-N-(3-methoxy-2-methylbenzyl)-1,2-dimethyl-1H-pyrrole-3-carboxamide